N(=C=O)C(C)(C)C1=CC(=CC=C1)C(C)(C)N=C=O 1,3-Bis(2-isocyanato-2-propyl)benzol